4-bis(trimethylsilyl)aminoethylstyrene C[Si](C)(C)N([Si](C)(C)C)CCC1=CC=C(C=C)C=C1